FC(F)(F)C1OC2(OC1)CCC(CC2)O (trifluoromethyl)-1,4-dioxaspiro[4.5]decan-8-ol